C(=C)C1=CC=C(CN2C=NC=C2)C=C1 1-(4-vinyl-benzyl)-1H-imidazole